3-Acryloxy-2-hydroxypropyl methacrylate C(C(=C)C)(=O)OCC(COC(C=C)=O)O